C(C)(C)(C)N1N=CC(=C1C(=O)NOCC1=C(C=C(C=C1)Cl)Cl)C(C1=CC(=CC=C1)C1CC1)=O 1-(tert-butyl)-4-(3-cyclopropylbenzoyl)-N-((2,4-dichlorobenzyl)oxy)-1H-pyrazole-5-carboxamide